(S)-6-((4-((2-hydroxy-1-phenylethyl)amino)-5-(1,3,4-oxadiazol-2-yl)pyrimidin-2-yl)amino)-3,4-dimethyl-1H-isochromen-1-one OC[C@H](C1=CC=CC=C1)NC1=NC(=NC=C1C=1OC=NN1)NC=1C=C2C(=C(OC(C2=CC1)=O)C)C